O.O.[Si]=O silicon oxide, dihydrate